2-ethyl-4,6-dibromophenol C(C)C1=C(C(=CC(=C1)Br)Br)O